8-(1,3-dimethyl-1H-pyrazol-5-yl)-N-((5-fluoro-2,3-dihydrobenzofuran-4-yl)methyl)-1,6-naphthyridin-5-amine CN1N=C(C=C1C1=CN=C(C=2C=CC=NC12)NCC1=C(C=CC2=C1CCO2)F)C